NC=1N=CC2=C(N1)C(=CN2)C=2C=C(C=C(C2)OC)C#CC(C)(O)C=2SC=CN2 4-(3-(2-amino-5H-pyrrolo[3,2-d]pyrimidin-7-yl)-5-methoxyphenyl)-2-(thiazol-2-yl)but-3-yn-2-ol